(E)-1-(benzylideneamino)imidazolidin-2-one C(/C1=CC=CC=C1)=N\N1C(NCC1)=O